C(C)OCCC=C(C(=O)O)C#N.C(C=C)(=O)NC1=CC=NC2=CC=C(C=C12)C1=CC=CC(=N1)C(=O)NC1CCC(CC1)N(C)C 6-[4-(prop-2-enamido)quinolin-6-yl]-N-[(1r,4r)-4-(dimethylamino)cyclohexyl]pyridine-2-carboxamide ethoxyethyl-cyanoacrylate